C(=C)[Sn](CCCC)(CCCC)CCCC vinyltributyl-tin